[Si](C)(C)(C(C)(C)C)O[C@@H](C(=O)N(N)C(=O)[C@@H]1C[C@H](C1)N1C(C2=CC=CC=C2C1=O)=O)C (2R)-2-[(tert-butyldimethylsilyl)oxy]-N-[[trans-3-(1,3-dioxo-2,3-dihydro-1H-isoindol-2-yl)cyclobutyl]carbonyl]propanehydrazide